[N+](=[N-])=CC(CC[C@@H](C(SC(C)C)=O)NC([C@H](C)OC([2H])([2H])[2H])=O)=O S-isopropyl (S)-6-diazo-2-((S)-2-(methoxy-d3)propanamido)-5-oxohexanethioate